4-(hydroxymethyl)-3-nitrobenzyl 4-((2-(2-morpholinoethyl)-1,3-dioxo-2,3-dihydro-1H-benzisoquinolin-6-yl) amino)-4-oxobutyrate O1CCN(CC1)CCN1C(C2=C3C(=C(C=C2CC1=O)NC(CCC(=O)OCC1=CC(=C(C=C1)CO)[N+](=O)[O-])=O)C=CC=C3)=O